ClCC=1C=C(N(C1CNCCNC1=NC=CC2=CC=C(C=C12)C1=NOC(=N1)C)C)C(=O)OCC ethyl 4-(chloromethyl)-1-methyl-5-{[(2-{[7-(5-methyl-1,2,4-oxadiazol-3-yl) isoquinolin-1-yl] amino} ethyl) amino] methyl}-1H-pyrrole-2-carboxylate